Ethyl 5-(2-(dimethylamino) ethoxy)-2-methylnicotinate CN(CCOC=1C=NC(=C(C(=O)OCC)C1)C)C